The molecule is a dicarboxylic acid dianion obtained by deprotonation of both carboxy groups of suberic acid; major species at pH 7.3. It is a suberate and a saturated dicarboxylic acid dianion(2-). It is a conjugate base of a suberic acid. C(CCCC(=O)[O-])CCC(=O)[O-]